CC1=CC=C(OCC=O)C=C1 2-(4-methylphenoxy)-acetaldehyde